FC1=C(C=O)C=CC(=C1F)F ls-2,3,4-Trifluorobenzaldehyde